N-linoleoyl-isoleucine C(CCCCCCC\C=C/C\C=C/CCCCC)(=O)N[C@@H]([C@@H](C)CC)C(=O)O